ClC=1C(=CC2=C(OCO2)C1C=1CC[C@@H](NCC1)C)NC1=NC(=CC(=N1)NC)C |o1:13| N2-[6-chloro-7-[rel-(2S)-2-methyl-2,3,4,7-tetrahydro-1H-azepin-5-yl]-1,3-benzodioxol-5-yl]-N4,6-dimethyl-pyrimidine-2,4-diamine